6-((1S,2S)-2-(6-(2,4-dimethoxypyrimidin-5-yl)imidazo[1,2-b]pyridazin-8-yl)cyclopropyl)-1-(2,2,2-trifluoroethyl)-1H-pyrazolo[3,4-b]pyridine COC1=NC=C(C(=N1)OC)C=1C=C(C=2N(N1)C=CN2)[C@@H]2[C@H](C2)C2=CC=C1C(=N2)N(N=C1)CC(F)(F)F